FC1=C(C(=CC(=C1)F)F)NC(=O)OC(C(=O)[O-])C [(2,4,6-trifluorophenyl)carbamoyl]oxyl-propanoate